(1R,2S,3R,5R)-3-[4-amino-5-(4-benzyl-1,3-thiazol-2-yl)pyrrolo[2,3-d]pyrimidin-7-yl]-5-[{{3-[(2-phenylethyl)amino]propyl}amino}methyl]cyclopentane-1,2-diol NC=1C2=C(N=CN1)N(C=C2C=2SC=C(N2)CC2=CC=CC=C2)[C@H]2[C@@H]([C@@H]([C@H](C2)CNCCCNCCC2=CC=CC=C2)O)O